2-bromo-6-chloro-1,4,4a,9a-tetrahydroanthraquinone BrC=1CC2C(C3=CC=C(C=C3C(C2CC1)=O)Cl)=O